(S)-1'-(8-((2-amino-3-chloropyridin-4-yl)thio)imidazo[1,2-c]pyrimidin-5-yl)-2-chloro-4,6-dihydrospiro[cyclopenta[d]thiazole-5,4'-piperidine]-4-amine NC1=NC=CC(=C1Cl)SC=1C=2N(C(=NC1)N1CCC3(CC1)CC1=C(N=C(S1)Cl)[C@H]3N)C=CN2